phenyldiphenylsulfonium tetrafluoroborat F[B-](F)(F)F.C1(=CC=CC=C1)[S+](C1=CC=CC=C1)C1=CC=CC=C1